4-iodo-1,3-dimethylpyrazole IC=1C(=NN(C1)C)C